FC1=C(C=C(C=C1)F)C1=C(C(=NC=C1)C=1CCOCC1)N 4-(2,5-difluorophenyl)-2-(3,6-dihydro-2H-pyran-4-yl)pyridin-3-amine